C1(=CC=C(C=C1)NC1=CC=2C(C3=CC=CC=C3C2C=C1)(C1=CC=CC=C1)C1=CC=CC=C1)C1=CC=CC=C1 N-([1,1'-biphenyl]-4-yl)-9,9-diphenyl-9H-fluoren-2-amine